5-chloro-benzamide ClC=1C=CC=C(C(=O)N)C1